[SeH]O[SeH] diselenyl ether